(azepan-4-yl)-2-(4-chloro-3-fluorophenoxy)acetamide N1CCC(CCC1)C(C(=O)N)OC1=CC(=C(C=C1)Cl)F